COC=1C=C(C=CC1[N+](=O)[O-])NC1C2CC3CC(CC1C3)C2 N-(3-methoxy-4-nitrophenyl)adamantan-2-amine